N-[(2R)-1-hydroxypropan-2-yl]-3-methoxybenzamide OC[C@@H](C)NC(C1=CC(=CC=C1)OC)=O